OC1=C(C2=C(C(=NO2)C)C=C1)C=O 6-hydroxy-3-methylbenzo[d]isoxazole-7-carbaldehyde